C1(CCC1)N(C(=O)OCC1=C(C=NN1C)C1=CC(=C(O[C@@H]2C[C@H](CCC2)C(=O)O)C=C1)C)C (1S,3S)-3-(4-(5-(((cyclobutyl-(methyl)carbamoyl)oxy)methyl)-1-methyl-1H-pyrazol-4-yl)-2-methyl-phenoxy)cyclohexane-1-carboxylic acid